fluoro-1'-(1-methyl-1H-pyrazol-5-yl)spiro[cyclopentane-1,3'-indoline]-2'-one FC1=C2C3(C(N(C2=CC=C1)C1=CC=NN1C)=O)CCCC3